BrC=1SC(=CC1)C=O 2-bromothiophene-5-aldehyde